2-(3,5-dichloro-4-[[5-(2-hydroxypropan-2-yl)-6-oxo-1H-pyridazin-3-yl]oxy]-phenyl)-3,5-dioxo-4H-1,2,4-triazine-6-carbonitrile ClC=1C=C(C=C(C1OC1=NNC(C(=C1)C(C)(C)O)=O)Cl)N1N=C(C(NC1=O)=O)C#N